1-(furan-2-yl)-N-phenylmethane-amine O1C(=CC=C1)CNC1=CC=CC=C1